N,6-dimethyl-5-(4-((5-(2-oxopropanamido)thiophen-3-yl)methyl)piperazin-1-yl)picolinamide CNC(C1=NC(=C(C=C1)N1CCN(CC1)CC1=CSC(=C1)NC(C(C)=O)=O)C)=O